magnesium L-threonate O=C([C@H](O)[C@@H](O)CO)[O-].[Mg+2].O=C([C@H](O)[C@@H](O)CO)[O-]